6-(4-methoxyphenyl)-2-((4-nitrobenzylidene)hydrazineylidene)tetrahydropyrimidin-4(1H)-one COC1=CC=C(C=C1)C1CC(NC(N1)=NN=CC1=CC=C(C=C1)[N+](=O)[O-])=O